COC1=C(C=CC=C1C(F)(F)F)[C@H]1[C@@H](O[C@]([C@H]1C)(C(F)(F)F)C)C(=O)O |r| rac-(2R,3S,4S,5R)-3-(2-methoxy-3-(trifluoromethyl)phenyl)-4,5-dimethyl-5-(trifluoromethyl)tetrahydrofuran-2-carboxylic acid